ClC1=C2C(=NC=C1)NCC2(CC(F)F)C=2C=C(C=CC2)N2C(CN(CC2)C(=O)OCCC2CN(C2)C=2C=C1C(N(C(C1=CC2)=O)C2C(NC(CC2)=O)=O)=O)=O 2-{1-[2-(2,6-dioxopiperidin-3-yl)-1,3-dioxoisoindol-5-yl]azetidin-3-yl}ethyl 4-{3-[4-chloro-3-(2,2-difluoroethyl)-1H-pyrrolo[2,3-b]pyridin-3-yl]phenyl}-3-oxopiperazine-1-carboxylate